C(C)(C)(C)OC(=O)N1CC(C1)CC(=O)O[C@H]1[C@H](N(C[C@@H]1OC(=O)OC(C)(C)C)C(=O)OC(C)(C)C)CC1=CC=C(C=C1)OC tert-butyl (2R,3S,4S)-3-({2-[1-(tert-butoxycarbonyl)azetidin-3-yl]acetyl}oxy)-4-[(tert-butoxycarbonyl)oxy]-2-[(4-methoxyphenyl) methyl]pyrrolidine-1-carboxylate